C(CCCCCCCCC)[C@@H]1OCC[C@@H](O1)CCC(=O)C1=CC=CC=C1 |r| (±)-cis-3-(2-decyl-1,3-dioxan-4-yl)-1-phenylpropan-1-one